4-FLUORO-N-(4-(1-(2-((2-HYDROXY-2-METHYL-PROPYL)AMINO)-2-OXOACETYL)PIPERIDIN-4-YL)PHENYL)ISOINDOLINE-2-CARBOXAMIDE FC1=C2CN(CC2=CC=C1)C(=O)NC1=CC=C(C=C1)C1CCN(CC1)C(C(=O)NCC(C)(C)O)=O